(R)-Tetrahydrofuran-3-yl (5-(4-(4-cyanophenyl)-4-fluoropiperidine-1-carbonyl)-2-methylphenyl)carbamate C(#N)C1=CC=C(C=C1)C1(CCN(CC1)C(=O)C=1C=CC(=C(C1)NC(O[C@H]1COCC1)=O)C)F